methyl 5-bromo-1-((2-(trimethylsilyl)ethoxy)methyl)-1H-imidazole-4-carboxylate BrC1=C(N=CN1COCC[Si](C)(C)C)C(=O)OC